C(C)(=O)OC(C(C(OC(C)=O)C1=CC=CC=C1)C)C1=CC=CC=C1 1,3-diphenyl-2-methyl-1,3-propanediol diacetate